NC1=C(C(=NN1C(C(F)(F)F)C)C1=C(C=C(C(=C1)F)CNC(C1=C(C=CC(=C1)F)OC)=O)F)C(=O)N 5-amino-3-[2,5-difluoro-4-[[(5-fluoro-2-methoxy-benzoyl)amino]methyl]phenyl]-1-(2,2,2-trifluoro-1-methyl-ethyl)pyrazole-4-carboxamide